2,5,7,8-tetramethyl-2-(4,8,12-trimethyltridecyl)-3,4-dihydrochromen-6-ol CC1(OC2=C(C(=C(C(=C2CC1)C)O)C)C)CCCC(CCCC(CCCC(C)C)C)C